N-(2-cyanocyclopent-1-en-1-yl)acetamide Ethyl-(E)-4-[4-(7-chloro-2-methoxyethoxymethyl-10,11-dihydro-dibenzo[b,f]azepin-5-yl)-butylamino]-but-2-enoate maleate C(\C=C/C(=O)O)(=O)O.C(C)OC(\C=C\CNCCCCN1C2=C(CCC3=C1C=C(C=C3)Cl)C(=CC=C2)COCCOC)=O.C(#N)C2=C(CCC2)NC(C)=O